FC1=C(C=CC(=C1)S(N)(=O)=O)C(C)(C)NC(OC(C)(C)C)=O tert-Butyl (2-(2-fluoro-4-sulfamoylphenyl)propan-2-yl)carbamate